Benzyl N-(2-hydroxyspiro[3.5]nonan-7-yl)-N-methyl-carbamate OC1CC2(C1)CCC(CC2)N(C(OCC2=CC=CC=C2)=O)C